C(CCC)C(C)O.C(CCC)C(C)O.C(CCC)C(C)O.C(CCC)C(C)O.[Zr] zirconium tetrakis(monobutylethanol)